tert-butyl (3R,4S)-3-(5-bromo-2-methylbenzamido)-4-fluoropyrrolidine-1-carboxylate BrC=1C=CC(=C(C(=O)N[C@@H]2CN(C[C@@H]2F)C(=O)OC(C)(C)C)C1)C